4-(1-methyl-1H-pyrrolo[2,3-b]pyridin-4-yl)-7-((7-methyl-5,6,7,8-tetrahydro-1,7-naphthyridin-2-yl)amino)-2,3-dihydro-1H-pyrrolo[3,4-c]pyridin-1-one CN1C=CC=2C1=NC=CC2C2=NC=C(C1=C2CNC1=O)NC1=NC=2CN(CCC2C=C1)C